N-(2-oxo-2-((2'-oxo-1,1',2',3-tetrahydrospiro[indene-2,3'-pyrrolo[2,3-b]pyridin]-5-yl)amino)ethyl)-1-(2,2,2-trifluoroethyl)piperidine-4-carboxamide O=C(CNC(=O)C1CCN(CC1)CC(F)(F)F)NC=1C=C2CC3(C(NC4=NC=CC=C43)=O)CC2=CC1